3-(hydroxymethyl)catechol OCC1=C(C(O)=CC=C1)O